C(C=C)OC1=CC(=C(CN2C(N([C@H](C3=CC=C(C=C23)C(=O)NCC2=C(C=C(C=C2F)F)F)C)C)=O)C(=C1)F)F (S)-1-(4-(allyloxy)-2,6-difluorobenzyl)-3,4-dimethyl-2-oxo-N-(2,4,6-trifluorobenzyl)-1,2,3,4-tetrahydroquinazoline-7-carboxamide